ClC1=CC=C(C=C1)C=1C=C(C(N(N1)C1=CC(=CC=C1)F)=O)C(=O)NC(CO)C1COCC1 6-(4-chlorophenyl)-2-(3-fluorophenyl)-N-[2-hydroxy-1-(tetrahydrofuran-3-yl)ethyl]-3-oxo-2,3-dihydropyridazine-4-carboxamide